tert-butyl (1R,5S)-1-[(difluoromethoxy)methyl]-3,8-diazabicyclo[3.2.1]octane-8-carboxylate FC(OC[C@]12CNC[C@H](CC1)N2C(=O)OC(C)(C)C)F